1-chloro-3-iodo-propane ClCCCI